ClC=1C=C2C(=C3C4(NC(NC13)=O)CCCCC4)OC(=C2)C(=O)N2CC(CCC2)N(C)C 5'-chloro-2'-[3-(dimethylamino)piperidine-1-carbonyl]-7',8'-dihydro-6'H-spiro[cyclohexane-1,9'-furo[2,3-f]quinazoline]-7'-one